ClC1=C(C=CC(=C1)OCC)C(C)N 1-(2-chloro-4-ethoxyphenyl)ethylamine